(3-(2-nitro-1-(thiophen-2-yl)ethyl)-2-phenyl-1H-indol-5-yl)boronic acid [N+](=O)([O-])CC(C=1SC=CC1)C1=C(NC2=CC=C(C=C12)B(O)O)C1=CC=CC=C1